OB1OCC2=C1C=C(C=C2)C(=O)NC(C(=O)O)CNC(=O)C=2C=CC1=C(B(OC1)O)C2 2,3-bis(1-hydroxy-1,3-dihydrobenzo[c][1,2]oxaborole-6-carboxamido)propanoic acid